BrC=1C(=C(C=CC1)C1=NC=C(C=O)C(=C1)C)Cl 6-(3-bromo-2-chlorophenyl)-4-methylnicotinaldehyde